CNCC1=NC2=CC=CC=C2C=C1 [(methylamino)methyl]quinolin